methyl 2-chloro-5-oxo-5,6,7,8-tetrahydroquinoline-3-carboxylate ClC1=NC=2CCCC(C2C=C1C(=O)OC)=O